C(CCCCCCC\C=C/CCCCCCCC)(=O)NS(=O)(=O)CCNC(OC(C)(C)C)=O tert-butyl (2-(N-oleoylsulfamoyl)ethyl)carbamate